BrC=1N=C(C(=NC1)N)C=1C=NN(C1C)C 5-Bromo-3-(1,5-dimethyl-1H-pyrazol-4-yl)pyrazin-2-amine